BrC=1C(=NC(=C(N1)Cl)F)N 3-bromo-5-chloro-6-fluoropyrazin-2-amine